(R)-N-(4-(3-((4-(dimethylamino)-5-(trifluoromethyl)pyrimidin-2-yl)amino)pyrrolidine-1-carbonyl)phenyl)acrylamide CN(C1=NC(=NC=C1C(F)(F)F)N[C@H]1CN(CC1)C(=O)C1=CC=C(C=C1)NC(C=C)=O)C